(R)-N-(7-(3-hydroxy-3-methylbut-1-yn-1-yl)-5-methyl-4-oxo-2,3,4,5-tetrahydrobenzo[b][1,4]oxazepin-3-yl)-4-phenoxypicolinamide OC(C#CC1=CC2=C(OC[C@H](C(N2C)=O)NC(C2=NC=CC(=C2)OC2=CC=CC=C2)=O)C=C1)(C)C